3-(8-oxabicyclo[3.2.1]octan-3-yl)-1-methyl-N-(7-methyl-[1,2,4]triazolo[1,5-a]pyridin-6-yl)-1H-pyrazolo[4,3-d]pyrimidin-5-amine C12CC(CC(CC1)O2)C2=NN(C1=C2N=C(N=C1)NC=1C(=CC=2N(C1)N=CN2)C)C